(methyl)(phenyl)pyridine CC=1C(=NC=CC1)C1=CC=CC=C1